CN1CCN(CC1)C1=NC2=C(N1C(=O)NCCCC(F)(F)F)C=CC=C2 (4-Methylpiperazin-1-yl)-N-(4,4,4-trifluorobutyl)-1H-benzo[d]imidazole-1-carboxamide